C(C)(C)(C)C=1C(=NN(C1NC(OC1CC(C1)F)=O)C)C1CC(C1)(F)F (1s,3s)-3-fluorocyclobutyl (4-(tert-butyl)-3-(3,3-difluorocyclobutyl)-1-methyl-1H-pyrazol-5-yl)carbamate